(1r,2S,3R)-2,3-dimethylcyclopropane-1-carboxylic acid C[C@@H]1C([C@@H]1C)C(=O)O